CN1N=C2C(C(N(C3=C(N=CC=C23)N)C)(C)C)=N1 2,4,4,5-tetramethyl-4,5-dihydro-2H-[1,2,3]triazolo[4,5-c][1,7]naphthyridin-6-amine